ClC1=C(C=CC=C1)CNC(NC(C)(C1=CC=CC=C1)C)=O 3-(2-chlorophenylmethyl)(1-methyl-1-phenylethyl)urea